dimethyl-diaminoethylene CC(=C(N)C)N